NC1=C(C(=CC(=C1)C(N)=O)OC)NC/C=C/CNC(OC(C)(C)C)=O tert-Butyl (E)-(4-((2-amino-4-carbamoyl-6-methoxyphenyl)amino)but-2-en-1-yl)carbamate